N-(4b-Hydroxy-7-methyl-4-nitro-10-oxo-4b,10-dihydro-9bH-indeno[1,2-b]benzofuran-9b-yl)acetamide OC12OC3=C(C1(C(C1=CC=CC(=C12)[N+](=O)[O-])=O)NC(C)=O)C=CC(=C3)C